(S)-5,5-dioxido-3-(trifluoromethyl)-6a,7,9,10-tetrahydropyrazino[1,2-d]pyrido[3,2-b][1,4]thiazin O=S1(C2=C(N3[C@H](C1)CNCC3)N=CC(=C2)C(F)(F)F)=O